1,3-dibenzyl-1H-imidazo[1,2-a]pyridin-4-ium hydrogen carbonate C(O)([O-])=O.C(C1=CC=CC=C1)N1C=C([N+]2=C1C=CC=C2)CC2=CC=CC=C2